difluoromethyl-7-(benzyloxy)-1H,2H,3H-benzo[b]pyrrolizine-9-carbonyl fluoride FC(F)C1CCN2C3=C(C(=C12)C(=O)F)C=C(C=C3)OCC3=CC=CC=C3